N-methyl-1,4-butylenediamine CNCCCCN